CN1N=CC(=C1)C=1N=C(C=2N(C1)N=CC2)C2=CC=C(CN1C(CN(CC1)CC(C)(C)C)=O)C=C2 (4-(6-(1-methyl-1H-pyrazol-4-yl)pyrazolo[1,5-a]pyrazin-4-yl)benzyl)-4-neopentylpiperazin-2-one